ClC1=NN2C(C=C(C=C2N[C@H](C)C2=C(C=C(C=C2)Cl)Cl)N2CC(C2)[C@@H]2CN(CCC2)C2CC(C2)C)=N1 (1R,3r)-3-((R)-3-(1-(2-chloro-5-(((R)-1-(2,4-dichlorophenyl)ethyl)Amino)-[1,2,4]triazolo[1,5-a]pyridin-7-yl)azetidin-3-yl)piperidin-1-yl)-1-methylcyclobutane